(2R,4S)-1-(tert-butoxycarbonyl)-4-(m-tolyl)pyrrolidine-2-carboxylic acid C(C)(C)(C)OC(=O)N1[C@H](C[C@H](C1)C=1C=C(C=CC1)C)C(=O)O